6-bromo-1-methyl-N-(2,2,2-trifluoroethyl)-1,2-dihydro-3H-benzo[e]Indole BrC1=CC=CC=2C=3C(CN(C3C=CC21)CC(F)(F)F)C